O1[C@H](COC2=C1C=CC=C2)C2=CC=C(CNC1C(CCC1)O)C=C2 2-({4-[(2S)-2,3-dihydro-1,4-benzodioxin-2-yl]benzyl}amino)cyclopentanol